C(#N)C=1C(=CC(=NC1)NC(=O)C1(CC1)C1=NC(=CC=C1)C=O)NC1CC1 N-(5-cyano-4-(cyclopropylamino)pyridin-2-yl)-1-(6-formylpyridin-2-yl)cyclopropane-1-carboxamide